NC1CN(CCC1)C1=C2C(=C(NC2=C(C=C1F)C(=O)N)C)C 4-(3-aminopiperidin-1-yl)-5-fluoro-2,3-dimethyl-1H-indole-7-carboxamide